1-(2-acetoxyethyl)-4-acetoxy-2,2,6,6-tetramethylpiperidine C(C)(=O)OCCN1C(CC(CC1(C)C)OC(C)=O)(C)C